1-(3-(tert-butyl)-1-(2-morpholinoethyl)-1H-pyrazol-5-yl)-3-(2-fluoro-4-((3-oxo-3,4-dihydropyrido[2,3-b]pyrazin-8-yl)oxy)phenyl)urea C(C)(C)(C)C1=NN(C(=C1)NC(=O)NC1=C(C=C(C=C1)OC1=CC=NC=2NC(C=NC21)=O)F)CCN2CCOCC2